[2,1,3]thiadiazole N=1SN=CC1